5-hydroxy-1-((4-methylpyridin-2-yl)methyl)-1H-indole-2-carboxylate OC=1C=C2C=C(N(C2=CC1)CC1=NC=CC(=C1)C)C(=O)[O-]